(2S)-2-[(3S)-4-(2-Chloro-5-cyano-3-{[8-cyano-4-(cyclopropylamino)pyrazolo[1,5-a][1,3,5]triazin-2-yl]amino}phenyl)-3-ethylpiperazin-1-yl]propanamide ClC1=C(C=C(C=C1NC1=NC=2N(C(=N1)NC1CC1)N=CC2C#N)C#N)N2[C@H](CN(CC2)[C@H](C(=O)N)C)CC